ClC1=CC=C(CC2=C(C=NN2C)C=2C=C3C(=NNC3=CC2)C)C=C1 5-(5-(4-chlorobenzyl)-1-methyl-1H-pyrazol-4-yl)-3-methyl-1H-indazole